1-[4-[(7R)-7-(5,6-dimethyl-1H-benzimidazol-4-yl)-5,6,7,8-tetrahydroquinazolin-4-yl]piperazin-1-yl]prop-2-en-1-one CC1=C(C2=C(NC=N2)C=C1C)[C@@H]1CCC=2C(=NC=NC2C1)N1CCN(CC1)C(C=C)=O